BrC1=CC2=C(C=3N(C(N2CC2=CC(=CC(=C2)OC)OC)=O)CC(N3)C(C)C)N=C1 8-bromo-6-(3,5-dimethoxybenzyl)-2-(propan-2-yl)-2,6-dihydroimidazo[1,2-c]Pyrido[2,3-e]Pyrimidin-5(3H)-one